OC1=CC=C(C=C1C1=CC=C(C=C1)S(N)(=O)=O)CN1[C@H](CCC1)C(=O)N[C@@H](C)C1=CCC(CC1)C(=O)O 4-((S)-1-((R)-1-((6-hydroxy-4'-sulfamoyl-[1,1'-biphenyl]-3-yl)methyl)pyrrolidine-2-carboxamido)ethyl)cyclohex-3-ene-1-carboxylic acid